ClC1=C(C(=O)O)C=C(C=C1)C=1OC(=CC1)COC=1C=C2CN(C(C2=CC1)=O)C1CCCC1 2-Chloro-5-{5-[(2-cyclopentyl-1-oxoisoindolin-5-yloxy)methyl](2-furyl)}benzoic acid